rac-(7R)-7-Methyl-N-[rac-(6S)-2,4-dimethyl-5-oxo-7,8-dihydro-6H-pyrazolo[1,5-a][1,3]diazepin-6-yl]-7-(2,2,2-trifluoroethyl)-5H-furo[3,4-d]pyrimidin-2-carboxamid C[C@@]1(OCC2=C1N=C(N=C2)C(=O)N[C@@H]2C(N(C=1N(CC2)N=C(C1)C)C)=O)CC(F)(F)F |r|